4-((6-Bromoisoquinolin-4-yl)oxy)cyclohexane-1-carboxylic acid ethyl ester C(C)OC(=O)C1CCC(CC1)OC1=CN=CC2=CC=C(C=C12)Br